((R)-2-(((2R,3S,4R,5R)-5-(6-chloro-4-(cyclopentylamino)-1H-pyrazolo[3,4-d]pyrimidin-1-yl)-3,4-dihydroxytetrahydro-furan-2-yl)methoxy)-1-hydroxy-propan-2-yl)phosphonic acid ClC1=NC(=C2C(=N1)N(N=C2)[C@H]2[C@@H]([C@@H]([C@H](O2)CO[C@](CO)(C)P(O)(O)=O)O)O)NC2CCCC2